1-(3-chloro-4-methylphenyl)-3-(3-((1-(2,6-dioxopiperidin-3-yl)-2,5-dioxo-2,5-dihydro-1H-pyrrol-3-yl)amino)phenethyl)urea ClC=1C=C(C=CC1C)NC(=O)NCCC1=CC(=CC=C1)NC=1C(N(C(C1)=O)C1C(NC(CC1)=O)=O)=O